azobis(N-cyclohexyl-2-methylpropionamide) N(=NC(C(=O)NC1CCCCC1)(C)C)C(C(=O)NC1CCCCC1)(C)C